C(C)(=O)O.C1(CC1)C1=C(C=CC=C1CC(=O)N[C@H]1C(CCC[C@@H]1OC1CCN(CC1)C(C)C)(F)F)C1=CC(=CC=C1)OC 2-(2-cyclopropyl-3'-methoxy-[1,1'-biphenyl]-3-yl)-N-((1R,6S)-2,2-difluoro-6-((1-isopropylpiperidin-4-yl)oxy)cyclohexyl)acetamide acetate